C(C1=CC=CC=C1)C=1NC(=NN1)C(=O)NC1C(N(C=2N(CCC1)C=NC2)C)=O 5-benzyl-N-(1-methyl-2-oxo-1,2,3,4,5,6-hexahydroimidazo[1,5-a][1,3]diazocin-3-yl)-4H-1,2,4-triazole-3-carboxamide